(Z)-1-(4-(1-(4-cyanophenyl)-1H-1,2,4-triazol-3-yl)-2-fluorophenyl)-3-(3-(5-methyl-2-(3,3,3-trifluoropropoxy)phenyl)-4-oxothiazolidin-2-ylidene)urea C(#N)C1=CC=C(C=C1)N1N=C(N=C1)C1=CC(=C(C=C1)NC(=O)\N=C\1/SCC(N1C1=C(C=CC(=C1)C)OCCC(F)(F)F)=O)F